CCCCC(CCCC(CCCCCCCCCCC)O)O eicosane-5,9-diol